N1N=C(C2=CC=CC=C12)C1CN(C1)C(=O)OC(C)(C)C tert-butyl 3-(1H-indazol-3-yl)azetidine-1-carboxylate